C(C)OC(=O)C1=CC2=C(S1)C=CC(=C2)CP(=O)(OCC)OCC 5-((diethoxyphosphoryl)methyl)benzo[b]thiophene-2-carboxylic acid ethyl ester